(1-(1-(1-(2,3-dihydrobenzofuran-6-yl)ethyl)piperidin-4-yl)-1H-pyrazol-4-yl)methanol O1CCC2=C1C=C(C=C2)C(C)N2CCC(CC2)N2N=CC(=C2)CO